propyl-phenoxide C(CC)C1=C([O-])C=CC=C1